(2-(trifluoromethoxy)pyridin-4-yl)methylamine hydrochloride Cl.FC(OC1=NC=CC(=C1)CN)(F)F